N-(3-(1H-pyrazol-1-yl)-5-(3-(4-(trifluoromethyl)phenyl)-1H-indazol-1-yl)phenyl)acrylamide N1(N=CC=C1)C=1C=C(C=C(C1)N1N=C(C2=CC=CC=C12)C1=CC=C(C=C1)C(F)(F)F)NC(C=C)=O